C(C)(C)(C)OC(=O)N1C[C@@H](N(CC1)C=1C2=C(N=CN1)N(C=C2C2(CC2)C)C2=CC(=CC=C2)C#N)C (S)-4-(7-(3-cyanophenyl)-5-(1-methylcyclopropyl)-7H-pyrrolo[2,3-d]pyrimidin-4-yl)-3-methylpiperazine-1-carboxylic acid tert-butyl ester